Ethyl 1-ethyl-4-((3,4,5-trimethoxyphenyl) amino)-6-methyl-1H-indole-2-carboxylate C(C)N1C(=CC2=C(C=C(C=C12)C)NC1=CC(=C(C(=C1)OC)OC)OC)C(=O)OCC